FC(C=1C(=C(C=CC1)[C@@H](C)NC=1C=2C(N=C(N1)C)=C(C(N(C2)C2(CC2)CF)=O)N2[C@H](COCC2)C(C)C)F)F 4-(((R)-1-(3-(difluoromethyl)-2-fluorophenyl)ethyl)amino)-6-(1-(fluoromethyl)cyclopropyl)-8-((S)-3-Isopropylmorpholino)-2-methylpyrido[4,3-d]pyrimidin-7(6H)-one